N1(CCCCCC1)C1=C(C=C(C=C1)C=1C(=NC(=NC1)NC=1C=NN(C1)C)NC=1C=C(C=CC1F)NC(C=C)=O)F N-(3-((5-(4-(azepan-1-yl)-3-fluorophenyl)-2-((1-methyl-1H-pyrazol-4-yl)amino)pyrimidin-4-yl)amino)-4-fluorophenyl)acrylamide